1-(tert-butyldimethylsilyloxy)-6-isopropenyl-3-methyl-9-decene [Si](C)(C)(C(C)(C)C)OCCC(CCC(CCC=C)C(=C)C)C